FC1=C(C=CC=C1)C1=CC=C(C=C1)CCCNC(=O)C=1C(=NN(C1)C)C N-(3-(2'-fluoro-[1,1'-biphenyl]-4-yl)propyl)-1,3-dimethyl-1H-pyrazole-4-carboxamide